2-(icosyloxy)-N-methylethanamine C(CCCCCCCCCCCCCCCCCCC)OCCNC